BrC#CC1=CC=C(C=C1)C#CBr 1,4-di(2-bromoethynyl)benzene